[N-](S(=O)(=O)C(F)(F)C(F)(F)F)S(=O)(=O)C(F)(F)C(F)(F)F.COCC[NH3+] N-(2-methoxyethyl)ammonium bis(pentafluoroethanesulfonyl)imide